FC=1N=C(SC1CN1[C@H](C[C@H](C1)OC1=C2C(=NC=C1)C=CO2)C)NC(C)=O N-(4-fluoro-5-(((2S,4R)-4-(furo[3,2-b]pyridin-7-yloxy)-2-methylpyrrolidin-1-yl)methyl)thiazol-2-yl)acetamide